2-(4-(((4-(2-Chlorophenyl)-5-oxo-4,5-dihydro-1H-1,2,4-triazol-1-yl)meth-yl)thio)-2-methylphenoxy)acetic acid ClC1=C(C=CC=C1)N1C=NN(C1=O)CSC1=CC(=C(OCC(=O)O)C=C1)C